propylenediamine oxide C(C(C)[NH2]=O)N